ClC=1C(=NC(=NC1)NC1=C(C=C(C(=C1)C)C1CCNCC1)OC(C)C)NC1=C(C=CC=C1)S(=O)(=O)C(C)C 5-chloro-N2-[2-isopropoxy-5-methyl-4-(4-piperidinyl)phenyl]-N4-[2-(isopropylsulfonyl)phenyl]-2,4-pyrimidinediamine